N1=CC=CC2=C1NCCCC2 5,6,7,9-tetrahydro-8H-pyrido[2,3-b]azepine